BrC=1C=C2C(=CN(C2=CC1)C1CCN(CC1)C(=O)OCCCC)C Butyl 4-(5-bromo-3-methyl-indol-1-yl)piperidine-1-carboxylate